O1COC2=C1C=CC=C2CCNCCC2=CC(=NC=C2)N2CCCCC2 N-[2-(1,3-benzodioxol-4-yl)ethyl]-2-[2-(1-piperidyl)-4-pyridyl]ethanamine